FCC=1[C@@H]([C@@H]([C@H]([C@@H](C1)NCCCCOC1=CC=C(C=C1)OC(F)(F)F)O)O)O (1S,2S,3S,6R)-4-(fluoromethyl)-6-((4-(4-(trifluoromethoxy)phenoxy)butyl)amino)cyclohex-4-ene-1,2,3-triol